CN1N=CC(=C1)C=1C(=NC(=NC1)NCC1=CC(=CC=C1)C(F)(F)F)NC1=CC=C2CCNCC2=C1 (1-methyl-1H-pyrazol-4-yl)-N4-(1,2,3,4-tetrahydroisoquinolin-7-yl)-N2-(3-(trifluoromethyl)benzyl)pyrimidine-2,4-diamine